CCC(CC(CCC(CCC)=O)=O)=O undecane-3,5,8-trione